C(C=C)(=O)OCCCOC=1C=C2C=CC(=CC2=CC1)C#CC=1C=CC(=C(C(=O)OCCC)C1)OCCCCCCOC1=C(C=C(C=C1)C#CC1=CC2=CC=C(C=C2C=C1)OCCCOC(C=C)=O)C(=O)OCCC propyl 5-[2-[6-(3-prop-2-enoyloxypropoxy)-2-naphthyl]ethynyl]-2-[6-[4-[2-[6-(3-prop-2-enoyloxypropoxy)-2-naphthyl]ethynyl]-2-propoxycarbonyl-phenoxy]hexoxy]benzoate